OC(CN(CC(CCCCCCCCCC)O)CCCCCO)CCCCCCCCCC 1-[(2-hydroxydodecyl)(5-hydroxypentyl)amino]dodecan-2-ol